4-({2-[2-(benzyloxy)ethoxy]ethoxy}methyl)piperidine C(C1=CC=CC=C1)OCCOCCOCC1CCNCC1